5-chloro-3-(2-(4-(3-chloro-2-methylphenyl)piperazin-1-yl)-2-oxoethyl)-1H-indole-2-carboxylic acid ClC=1C=C2C(=C(NC2=CC1)C(=O)O)CC(=O)N1CCN(CC1)C1=C(C(=CC=C1)Cl)C